N1N=CC(=C1)C=1C2=C(C(=NC1)NCC=1C=C(C(=O)NC3CCN(CC3)C3CC3)C=CC1)CCO2 3-(((7-(1H-Pyrazol-4-yl)-2,3-dihydrofuro[3,2-c]pyridin-4-yl)amino)methyl)-N-(1-cyclopropylpiperidin-4-yl)benzamid